methylbutenyltetrahydroPhthalic anhydride CC12C(C(=O)OC1=O)(C=CCC2)C=CCC